3-Chloro-N-((6-chloropyridin-3-yl)methyl)-6,7-dihydrospiro[cyclopenta[d]pyrazolo[1,5-a]pyrimidine-5,4'-piperidine]-8-amine dihydrochloride Cl.Cl.ClC=1C=NN2C1N=C1C(=C2NCC=2C=NC(=CC2)Cl)CCC12CCNCC2